3-((4-((2-Methyl-4-phenylthiazol-5-yl)oxy)pyridin-2-yl)amino)benzenesulfonamide CC=1SC(=C(N1)C1=CC=CC=C1)OC1=CC(=NC=C1)NC=1C=C(C=CC1)S(=O)(=O)N